8,17,26,31-tetraoxo-10,13,19,22-tetraoxa-7,16,25,30-tetraazanonatetracontanoic acid O=C(NCCCCCC(=O)O)COCCOCCNC(COCCOCCNC(CCCNC(CCCCCCCCCCCCCCCCCC)=O)=O)=O